C(CCCCCC)N(C(=O)N)CCCCCCCCCCC N-heptyl-N-undecylurea